O1C(CCCC1)N1N=CC2=C(C=CC=C12)OCCCC(=O)O 4-((1-(tetrahydro-2H-pyran-2-yl)-1H-indazol-4-yl)oxy)butanoic acid